5,6-dibromo-2-methylnicotinic acid BrC=1C(=NC(=C(C(=O)O)C1)C)Br